1-(tert-butyl)-3-((1s,3r,5R,7S)-3-((2-(5,6-difluoroisoindolin-2-yl)-2-oxoethyl)amino)adamantan-1-yl)urea hydrochloride Cl.C(C)(C)(C)NC(=O)NC12CC3(C[C@@H](C[C@H](C1)C3)C2)NCC(=O)N2CC3=CC(=C(C=C3C2)F)F